6-oxo-6-((2-(((2R,3S,4R,5S,6S)-3,4,5-trihydroxy-6-methyltetrahydro-2H-pyran-2-yl)oxy)ethyl)amino)hexanoic acid O=C(CCCCC(=O)O)NCCO[C@@H]1O[C@H]([C@H]([C@H]([C@@H]1O)O)O)C